(R)-N-(1-(3-(difluoromethyl)-2-fluorophenyl)ethyl)-1-(1-methyl-2-oxabicyclo[2.1.1]hexan-4-yl)-4-((1-methylpiperidin-4-yl)amino)-6-oxo-1,6-dihydropyridine-3-carboxamide FC(C=1C(=C(C=CC1)[C@@H](C)NC(=O)C1=CN(C(C=C1NC1CCN(CC1)C)=O)C12COC(C1)(C2)C)F)F